(S)-4-((3-amino-5-(4-amino-2-oxa-8-azaspiro[4.5]decan-8-yl)pyrazin-2-yl)thio)indoline-2,3-dione hydrochloride Cl.NC=1C(=NC=C(N1)N1CCC2([C@@H](COC2)N)CC1)SC1=C2C(C(NC2=CC=C1)=O)=O